[Ni].NC(=S)N thiourea nickel